FC(C(=O)O)(F)F.BrC1=CC=CC=2C=3C(CN(C3C=CC21)C(NCC#C)=N)C 6-bromo-1-methyl-N-(prop-2-yn-1-yl)-1,2-dihydro-3H-benzo[e]Indole-3-carboximidamide 2,2,2-Trifluoroacetate salt